3-Iodo-N,N,1-trimethyl-1H-indole-5-sulfonamide IC1=CN(C2=CC=C(C=C12)S(=O)(=O)N(C)C)C